OC1(CCN(CC1)[C@H]1[C@H](CCC1)OC=1C=C2CN(C(C2=CC1)=O)C1C(NC(CC1)=O)=O)C(F)(F)F 3-(5-(((1S,2R)-2-(4-hydroxy-4-(trifluoromethyl)piperidin-1-yl)cyclopentyl)oxy)-1-oxoisoindolin-2-yl)piperidine-2,6-dione